(S)-quinuclidin-3-yl ((R)-5-(6-(cyclopropylmethoxy)pyridin-3-yl)-2,2-dimethyl-2,3-dihydro-1H-inden-1-yl)carbamate C1(CC1)COC1=CC=C(C=N1)C=1C=C2CC([C@H](C2=CC1)NC(O[C@@H]1CN2CCC1CC2)=O)(C)C